2-amino-N-(1-(4-chloro-7-ethoxy-2-(2-methoxy-ethyl)-2H-indazol-6-yl)-ethyl)pyrazolo[1,5-a]-pyrimidine-3-carboxamide trifluoroacetate FC(C(=O)O)(F)F.NC1=NN2C(N=CC=C2)=C1C(=O)NC(C)C=1C=C(C2=CN(N=C2C1OCC)CCOC)Cl